2-(3-(bis(3-aminopropyl)amino)propyl)-6-(dimethylamino)-1H-benzo[de]isoquinoline-1,3(2H)-dione NCCCN(CCCN1C(C2=CC=CC=3C2=C(C1=O)C=CC3N(C)C)=O)CCCN